C1(CC2C(CC1)O2)COC(CCCC(=O)OCC2CC1C(CC2)O1)=O bis(3,4-Epoxycyclohexylmethyl)glutarate